2-methylpropan-2-yl [({5-amino-4-[(2-chloro-5-fluorophenyl)carbonyl]-3-cyano-2-methoxyphenyl}methyl)(trideuteriomethyl)amino]methanoate NC=1C(=C(C(=C(C1)CN(C([2H])([2H])[2H])C(=O)OC(C)(C)C)OC)C#N)C(=O)C1=C(C=CC(=C1)F)Cl